6-[(2R,3S)-2-amino-3-fluorobutyl]-7-(prop-1-yn-1-yl)-N-[(thiophen-2-yl)methyl]thieno[3,2-c]pyridazin-4-amine N[C@H](CC1=C(C=2N=NC=C(C2S1)NCC=1SC=CC1)C#CC)[C@H](C)F